C(C)OC(=O)CCCN[C@@H](CN1C(N(C(=C(C1=O)Br)C)CC1=C(C=CC=C1C(F)(F)F)F)=O)C1=CC=CC=C1 3-[2(R)-{ethoxycarbonylpropyl-amino}-2-phenylethyl]-5-bromo-1-[2-fluoro-6-(trifluoromethyl)-benzyl]-6-methyl-pyrimidine-2,4(1H,3H)-dione